({6-[(1,3-benzothiazol-2-yl)amino]-5-methylpyridazin-3-yl}(methyl)amino)-5-(piperidin-4-yl)-1,3-thiazole-4-carboxylic acid S1C(=NC2=C1C=CC=C2)NC2=C(C=C(N=N2)N(C)C=2SC(=C(N2)C(=O)O)C2CCNCC2)C